(3-dimethylamino-propyl)-propane-1,3-diamine CN(CCCC(CCN)N)C